N-(trans-4-(difluoromethoxy)cyclohexyl)-5-(2-methyl-1-(tetrahydro-2H-pyran-4-yl)-1H-imidazo[4,5-b]pyridin-6-yl)pyrrolo[2,1-f][1,2,4]triazin-2-amine FC(O[C@@H]1CC[C@H](CC1)NC1=NN2C(C=N1)=C(C=C2)C=2C=C1C(=NC2)N=C(N1C1CCOCC1)C)F